ClC1=CC=C(C=C1)C1=NNN=C1C#N 4-(4-chlorophenyl)-5-cyano-2H-1,2,3-triazole